5-bromo-N-(2-methoxyethyl)-N-methyl-1,3,4-thiadiazole-2-amine BrC1=NN=C(S1)N(C)CCOC